tin (IV) chloride pentahydrate O.O.O.O.O.[Sn](Cl)(Cl)(Cl)Cl